secondary butylphenol C(C)(CC)C1=C(C=CC=C1)O